ethyl 5-[3-[1-(difluoromethyl)-3,5-dimethyl-pyrazol-4-yl] pyrazolo[1,5-a]pyridin-5-yl]furan-2-carboxylate FC(N1N=C(C(=C1C)C=1C=NN2C1C=C(C=C2)C2=CC=C(O2)C(=O)OCC)C)F